ClC1=C(C(C#N)=C(C(=C1Cl)OC1=C(C=C(C=C1)C(C)(C)C)C(C)(C)C)Cl)C#N 3,4,6-trichloro-5-(2,4-di-t-butyl-phenoxy)-phthalonitrile